ClC=1C=CC(=NC1C(F)F)N 5-chloro-6-(difluoromethyl)pyridin-2-amine